[Zn].[Ti].[Zn] zinc-titanium-zinc